ClC=1C=C2C(=NC(=NC2=C(C1C1=C(C(=CC(=N1)N)C)C(F)(F)F)F)OC[C@H]1N(C[C@@H](C1)F)C)N1[C@H](CNCC1)C 6-[6-chloro-8-fluoro-2-[[(2S,4R)-4-fluoro-1-methyl-pyrrolidin-2-yl]methoxy]-4-[(2S)-2-methylpiperazin-1-yl]quinazolin-7-yl]-4-methyl-5-(trifluoromethyl)pyridin-2-amine